2-(2'-hydroxy-3'-tert-butyl-5'-carboxyphenyl)benzotriazole n-hexyl-3,5-diaminobenzoate C(CCCCC)OC(C1=CC(=CC(=C1)N)N)=O.OC1=C(C=C(C=C1C(C)(C)C)C(=O)O)N1N=C2C(=N1)C=CC=C2